[Cl-].C[N+](CCC[Si](OC)(OC)OC)(C)CCCCCCCCCCCC N,N-dimethyl-N-[3-(trimethoxysilyl)propyl]dodecylammonium chloride